(S)-N-(3-(1-((2-ethyl-2H-pyrazolo[3,4-b]pyrazin-6-yl)amino)ethyl)phenyl)-1-methyl-1H-pyrrolo[3,2-b]pyridine-6-carboxamide C(C)N1N=C2N=C(C=NC2=C1)N[C@@H](C)C=1C=C(C=CC1)NC(=O)C=1C=C2C(=NC1)C=CN2C